C(#N)N1[C@@H](CCC1)C(=O)N1CCC2=C(C=CC=C12)C1=CC(=NC=C1)NC(C)=O N-(4-(1-(cyano-L-prolyl)indolin-4-yl)pyridin-2-yl)acetamide